(S)-1-(2,3-dihydrobenzofuran-5-yl)-5-(5-(3,5-dimethylisoxazol-4-yl)-1-(1-(methylsulfonyl)piperidin-4-yl)-1H-benzo[d]imidazol-2-yl)pyrrolidin-2-one O1CCC2=C1C=CC(=C2)N2C(CC[C@H]2C2=NC1=C(N2C2CCN(CC2)S(=O)(=O)C)C=CC(=C1)C=1C(=NOC1C)C)=O